α-ketosuccinate O=C(C(=O)[O-])CC(=O)[O-]